7-(1-(tert-Butoxycarbonyl)pyrrolidin-3-yl)-4-chloro-9H-pyrimido[4,5-b]indole-9-carboxylic acid tert-butyl ester C(C)(C)(C)OC(=O)N1C2=C(C3=CC=C(C=C13)C1CN(CC1)C(=O)OC(C)(C)C)C(=NC=N2)Cl